phenyl (4-(4-amino-7-(1-(methylsulfonyl)piperidin-4-yl)-7H-pyrrolo[2,3-d]pyrimidin-5-yl)-2-fluorophenyl)carbamate NC=1C2=C(N=CN1)N(C=C2C2=CC(=C(C=C2)NC(OC2=CC=CC=C2)=O)F)C2CCN(CC2)S(=O)(=O)C